C(CO)O.N1=C(N=CC=C1)N pyrimidyl-amine compound with ethylene glycol